ethanamine dihydrochloride Cl.Cl.C(C)N